ClC=1C=C(C=CC1Cl)C1=C(C=CC(=C1)F)N 3',4'-Dichloro-2-amino-5-fluorobiphenyl